FC1=NC=C(C(=C1)I)OCOC 2-fluoro-4-iodo-5-(methoxymethoxy)pyridine